tert-butyl 4-(5-(3-(1-acetyl-4-oxo-2,3,4,5-tetrahydro-1H-benzo[b][1,4]diazepin-7-yl)-2-methoxyphenyl)isoxazol-3-yl)piperazine-1-carboxylate C(C)(=O)N1C2=C(NC(CC1)=O)C=C(C=C2)C=2C(=C(C=CC2)C2=CC(=NO2)N2CCN(CC2)C(=O)OC(C)(C)C)OC